(1S,2R)-2-(Toluene-4-sulfonyl)-cyclopentanecarboxylic acid (4-bromo-benzyl)-(3-cyano-3,3-dimethyl-propyl)-amide BrC1=CC=C(CN(C(=O)[C@H]2[C@@H](CCC2)S(=O)(=O)C2=CC=C(C)C=C2)CCC(C)(C)C#N)C=C1